citric acid-threonine salt N[C@@H]([C@H](O)C)C(=O)O.C(CC(O)(C(=O)O)CC(=O)O)(=O)O